(+)-homoserine N[C@@H](CCO)C(=O)O